N-(3-methylbutyl)acetamide CC(C)CCNC(=O)C